CN1C=CC2=CC(=CC=C12)N1C(NN=C1)=O 4-(1-methyl-1H-indol-5-yl)-2,4-dihydro-3H-1,2,4-triazol-3-one